Cycloheptyltriazine molybdenum (0) [Mo].C1(CCCCCC1)C1=NN=NC=C1